ClC1=C(C=CC=C1)CN1N=C(C=C1C1=CC(=CC=C1)NS(=O)(=O)C)COC(C(=O)OC)(C)C Methyl 2-([1-[(2-chlorophenyl)methyl]-5-(3-methanesulfonamidophenyl)-1H-pyrazol-3-yl]methoxy)-2-methylpropanoate